C(#N)C1=CC=C(C=C1)[I+]C1=CC=C(C=C1)C#N bis(4-cyanophenyl)iodonium